FC=1C=C2C(=C(C(OC2=CC1O)=O)CC1=C(C(=CC=C1)[N+](=O)[O-])F)C 6-fluoro-3-[(2-fluoro-3-nitro-phenyl)methyl]-7-hydroxy-4-methyl-chromen-2-one